ClC1=C(C=C(C=C1)N1CC(N(CC1)C(=O)OCCCC)(C)C)F butyl 4-(4-chloro-3-fluorophenyl)-2,2-dimethylpiperazine-1-carboxylate